C(C)(C)(C)C1=NNC=C1 3-tert-Butyl-1H-pyrazole